2-[3-(3,5-dibromophenyl)ureido]-4-methoxy-N-(3-hydroxy-propyl)benzamide BrC=1C=C(C=C(C1)Br)NC(NC1=C(C(=O)NCCCO)C=CC(=C1)OC)=O